OC1(C(N(CC1)C)=O)C1=NOC(=C1)C1=CC(=CC=C1)N=C=S 3-hydroxy-3-(5-(3-isothiocyanatophenyl)isoxazol-3-yl)-1-methylpyrrolidin-2-one